CN1CCC(CC1)NC1=C2C(=NC=C1)C(=CS2)CC(F)(F)F 7-((1-methylpiperidin-4-yl)amino)-3-(2,2,2-trifluoroethyl)thieno[3,2-b]pyridin